CC1(OCCC(C1)SC(C)=O)C 1-[(2,2-dimethyloxan-4-yl)sulfanyl]ethan-1-one